ClC1=C(C=C(C=2C3=C(NC12)C(CNC([C@@H]3C)=O)(C)C)OCCOC)Cl (R)-7,8-dichloro-10-(2-methoxyethoxy)-1,5,5-trimethyl-3,4,5,6-tetrahydroazepino[4,5-b]indol-2(1H)-one